(1r,4r)-4-((1,7-dioxo-4-(3-oxo-3-(prop-2-yn-1-ylamino)propyl)-1,7-bis(prop-2-yn-1-ylamino)heptan-4-yl)carbamoyl)cyclohexyl (4-nitrophenyl) carbonate C(OC1CCC(CC1)C(NC(CCC(NCC#C)=O)(CCC(NCC#C)=O)CCC(NCC#C)=O)=O)(OC1=CC=C(C=C1)[N+](=O)[O-])=O